rac-(1r,2r,3s,4r,5s)-5-hydroxy-N-(2-methyl-5-(trifluoromethyl)phenyl)-3-(3-(trifluoromethyl)phenyl)-7-oxabicyclo[2.2.1]heptane-2-carboxamide O[C@@H]1[C@H]2[C@@H]([C@H]([C@@H](C1)O2)C(=O)NC2=C(C=CC(=C2)C(F)(F)F)C)C2=CC(=CC=C2)C(F)(F)F |r|